NC=1C(N(C2=C(N1)SC(=C2)C(=O)NC2CCN(CC2)CC(CN2N=CN=C2)(O)C2=C(C=C(C=C2)F)F)C2=CC(=C(C=C2)C)OC2=CC=CC=C2)=O 3-amino-N-(1-(2-(2,4-difluorophenyl)-2-hydroxy-3-(1H-1,2,4-triazol-1-yl)propyl)piperidin-4-yl)-1-(4-methyl-3-phenoxyphenyl)-2-oxo-1,2-dihydrothieno[2,3-b]pyrazine-6-carboxamide